(7R)-3-cyclopropyl-N-(2-fluoro-2-methylpropyl)-7-[[4-(1-methylpyrazol-3-yl)oxypyridin-3-yl]amino]-7,8-dihydro-6H-cyclopenta[g]isoquinoline-5-sulfonamide C1(CC1)C=1N=CC=2C=C3C(=C(C2C1)S(=O)(=O)NCC(C)(C)F)C[C@@H](C3)NC=3C=NC=CC3OC3=NN(C=C3)C